4-bromo-5-chloro-N-ethyl-6-fluoro-N-methyl-1H-indazol-7-amine BrC1=C2C=NNC2=C(C(=C1Cl)F)N(C)CC